methyl 8-(4,4-dimethylcyclohexyl)-9-(4,4,5,5-tetramethyl-1,3,2-dioxaborolan-2-yl)-6,7-dihydro-5H-benzo[7]annulene-3-carboxylate CC1(CCC(CC1)C=1CCCC2=C(C1B1OC(C(O1)(C)C)(C)C)C=CC(=C2)C(=O)OC)C